N2-methyl-4-morpholino-6-(3-(m-tolyl)-1H-pyrazol-1-yl)pyridine-2,3-diamine CNC1=NC(=CC(=C1N)N1CCOCC1)N1N=C(C=C1)C=1C=C(C=CC1)C